O\N=C(/C)\C1=NC=CC=C1NC(OC(C)(C)C)=O tert-Butyl (E)-(2-(1-(hydroxyimino)ethyl)pyridin-3-yl)carbamate